C1(CC1)N1N=CC(=C1)CC1CN(C1)C=1N=C(C=2N=C(N(C(C2N1)=O)C)C(F)(F)F)C1=C(C=C(C=C1)F)F 6-(3-((1-cyclopropyl-1H-pyrazol-4-yl)methyl)azetidin-1-yl)-8-(2,4-difluorophenyl)-3-methyl-2-(trifluoromethyl)pyrimido[5,4-d]pyrimidin-4(3H)-one